FC1=CC(=C(C(=O)O)C=C1)CC(=O)O 4-fluoro-2-(carboxymethyl)benzoic acid